(4-amino-7-fluoro-1-methyl-1H-pyrazolo[4,3-c]quinolin-8-yl)((3S)-3-(6-(trifluoromethyl)-3-pyridazinyl)-4-morpholinyl)methanone NC1=NC=2C=C(C(=CC2C2=C1C=NN2C)C(=O)N2[C@H](COCC2)C=2N=NC(=CC2)C(F)(F)F)F